(S)-3-((8-(trifluoromethyl)quinolin-4-yl)amino)pyrrolidine-1-carboxylic acid tert-butyl ester C(C)(C)(C)OC(=O)N1C[C@H](CC1)NC1=CC=NC2=C(C=CC=C12)C(F)(F)F